ethyl 3-(3,4-dimethylphenyl)-2-(4-methylphenylsulfonylamino)-3-bromopropionate CC=1C=C(C=CC1C)C(C(C(=O)OCC)NS(=O)(=O)C1=CC=C(C=C1)C)Br